C(=O)(O)[C@@H](CC=1C=C(C=CC1)N1C(N(CC1)C=1C=C(C=CC1)C[C@H](C(=O)O)C1CNCC1(F)F)=O)C1CNCC1(F)F (2S)-3-[3-[3-[3-[(2S)-2-Carboxy-2-(4,4-difluoropyrrolidin-3-yl)ethyl]phenyl]-2-oxo-imidazolidin-1-yl]phenyl]-2-(4,4-difluoropyrrolidin-3-yl)propanoic acid